alpha,alpha'-trehalose C([C@@H]1[C@H]([C@@H]([C@H]([C@H](O1)O[C@@H]2[C@@H]([C@H]([C@@H]([C@H](O2)CO)O)O)O)O)O)O)O